2-((5-(3-chlorophenoxy)-4-methylthiazol-2-yl)amino)-2-oxoethyl (2-(dimethylamino)ethyl)sulfamate CN(CCNS(OCC(=O)NC=1SC(=C(N1)C)OC1=CC(=CC=C1)Cl)(=O)=O)C